t-butyl 4-{4-[(6S)-2,3,6,9-tetramethyl-6H-thieno[3,2-f][1,2,4]triazolo[4,3-a][1,4]diazepin-4-yl]phenoxy}butanoate CC1=C(C=2C(=N[C@H](C=3N(C2S1)C(=NN3)C)C)C3=CC=C(OCCCC(=O)OC(C)(C)C)C=C3)C